C12C(C3CC(CC(C1)C3)C2)N2CCC(CC2)NC2=CC(=C(C=C2)N)OC N-(1-(adamantan-2-yl)piperidin-4-yl)-3-methoxybenzene-1,4-diamine